1-benzyl-2-methyl-1,5-pentanediamine C(C1=CC=CC=C1)C(C(CCCN)C)N